(4-butylphenyl)acetonitrile C(CCC)C1=CC=C(C=C1)CC#N